C(C1=CC=CC=C1)OC(=O)NC1CC2=C(C(=C(S2)C(=O)OCC)I)CC1 ethyl 6-(benzyloxycarbonylamino)-3-iodo-4,5,6,7-tetrahydrobenzothiophene-2-carboxylate